8-isopropoxy-2-(1-methyl-2-oxabicyclo[2.2.1]heptan-4-yl)imidazo[1,2-a]pyrazine-6-carboxylic acid C(C)(C)OC=1C=2N(C=C(N1)C(=O)O)C=C(N2)C21COC(CC2)(C1)C